2-[4-(difluoromethyl)-2-fluoro-phenyl]-4,4,5,5-tetramethyl-1,3,2-dioxaborolane FC(C1=CC(=C(C=C1)B1OC(C(O1)(C)C)(C)C)F)F